CN(C/C=C/C(=O)N1CCN(CC1)C(=O)OC1=CC=C(C=C1)C(C(=O)NC1=NNC(=C1)C1CC1)C)C 4-(1-((5-cyclopropyl-1H-pyrazol-3-yl)amino)-1-oxopropan-2-yl)phenyl (E)-4-(4-(dimethylamino)but-2-enoyl)piperazine-1-carboxylate